3-(2-Methoxy-4-(piperazin-1-yl)phenyl)piperidine-2,6-dione COC1=C(C=CC(=C1)N1CCNCC1)C1C(NC(CC1)=O)=O